[(4R)-2,2-dimethyl-1,3-dioxolan-4-yl]methanol CC1(OC[C@H](O1)CO)C